(S,E)-N1-allyl-N7-(1-(2-(bicyclo[1.1.1]pentan-1-ylamino)-2-oxoethyl)-2-oxo-1,2-dihydropyridin-3-yl)-6-(2,6-naphthyridine-1-carboxamido)hept-2-enediamide C(C=C)NC(\C=C\CC[C@@H](C(=O)NC=1C(N(C=CC1)CC(=O)NC12CC(C1)C2)=O)NC(=O)C2=NC=CC1=CN=CC=C21)=O